C(C)(=O)NC=1SC(=CN1)CN1CCN(CC1)CC(=O)NC1=NC=CC=C1 4-((2-acetamidothiazol-5-yl)methyl)piperazin-1-yl-N-(pyridin-2-yl)acetamide